1,3,5-tris((benzyloxy)methyl)cyclohexane-1,3,5-tricarboxylic acid C(C1=CC=CC=C1)OCC1(CC(CC(C1)(C(=O)O)COCC1=CC=CC=C1)(C(=O)O)COCC1=CC=CC=C1)C(=O)O